C(C)OC(C(C1=C2N(C=N1)C[C@@H](C2)F)N2CC1=C(C=C(C=C1C2=O)C2=CC=C(C=C2)N2CC1(CN(C1)C(=O)OC(C)(C)C)C2)F)=O tert-butyl 6-[4-[2-[2-ethoxy-1-[(6R)-6-fluoro-6,7-dihydro-5H-pyrrolo[1,2-c]imidazol-1-yl]-2-oxo-ethyl]-7-fluoro-3-oxo-isoindolin-5-yl] phenyl]-2,6-diazaspiro[3.3]heptane-2-carboxylate